4-(4-chlorophenylethoxy)-3-(trifluoromethyl)aniline ClC1=CC=C(C=C1)CCOC1=C(C=C(N)C=C1)C(F)(F)F